OCC1=C(C2=CC=CC=C2C=C1)CO bis(hydroxymethyl)naphthalene